FC1=C(C(=O)[O-])C=C(C=C1)F.[Na+] sodium 2,5-difluorobenzoate